C(C)(C)(C)S(=O)N1[C@@H]([C@@H]1C1CC1)C(=O)O (2S,3S)-1-(tert-butylsulfinyl)-3-cyclopropylaziridine-2-carboxylic acid